CN(C)C1=CC=CC=C1 N-N-dimethylaniline